N,N-di-phenylamid C1(=CC=CC=C1)[N-]C1=CC=CC=C1